ClC1=NC(=CC(=C1)C(C)(C)NC(OCC1=CC=CC=C1)=O)C(=C)C(F)(F)F benzyl (2-(2-chloro-6-(3,3,3-trifluoroprop-1-en-2-yl)pyridin-4-yl)propan-2-yl)carbamate